N[C@H]1CN(CCC1)C(=O)C1=NN(C(=C1)C1=CC=C(C#N)C=C1)C1=CC=C(C=C1)N(C)CCN(C)C (R)-4-(3-(3-aminopiperidine-1-carbonyl)-1-(4-((2-(dimethylamino)ethyl)(methyl)amino)phenyl)-1H-pyrazole-5-yl)benzonitrile